ClC1=CC=C(C=C1)C[C@H]1[C@]([C@](CC1)(C(=O)OC)C)(CN1N=CN=C1)O Methyl (1S,2S,3S)-3-[(4-chlorophenyl)methyl]-2-hydroxy-1-methyl-2-(1H-1,2,4-triazol-1-ylmethyl)cyclopentanecarboxylate